FC1=C(C(=NN1C1=CC=CC=C1)C(F)(F)F)C1=CC(=CC=C1)C 5-fluoro-1-phenyl-4-(3-methylphenyl)-3-trifluoromethyl-1H-pyrazole